(S)-2-(2,2-Difluorocyclopropyl)acetic acid FC1([C@H](C1)CC(=O)O)F